COC1=C(C2=CC=C(C=C2C=C1)C(=O)C1CN(CCC1C)CCC)CC#N 2-(2-methoxy-6-(4-methyl-1-propylpiperidine-3-carbonyl)naphthalen-1-yl)acetonitrile